6-(8-amino-7-fluoro-3-((6-methyl-7-oxo-5,6,7,8-tetrahydro-4H-pyrazolo[1,5-d][1,4]diazepin-2-yl)amino)isoquinolin-6-yl)-5-methylbenzo[d]oxazol-2(3H)-one NC=1C(=C(C=C2C=C(N=CC12)NC1=NN2CC(N(CCC2=C1)C)=O)C1=CC2=C(NC(O2)=O)C=C1C)F